3α-acetoxy-4,4-difluoro-6α-ethyl-7α-hydroxy-5β-cholanic acid C(C)(=O)O[C@H]1C([C@H]2[C@H]([C@H]([C@H]3[C@@H]4CC[C@H]([C@@H](CCC(=O)O)C)[C@]4(CC[C@@H]3[C@]2(CC1)C)C)O)CC)(F)F